(E)-8-(4-(dimethylamino)styryl)-9H-purin-6-amine CN(C1=CC=C(/C=C/C=2NC3=NC=NC(=C3N2)N)C=C1)C